Methyl 2-[(4-bromo-2,5-difluoro-phenyl)methyl]-3-[(3S)-4,4-dimethyltetrahydrofuran-3-yl]-6-methoxy-benzimidazole-5-carboxylate BrC1=CC(=C(C=C1F)CC=1N(C2=C(N1)C=C(C(=C2)C(=O)OC)OC)[C@@H]2COCC2(C)C)F